1-(2-chlorophenyl)-7-cyclopropyl-4-((3,5-dimethylisoxazol-4-yl)amino)-quinazolin-2(1H)-one ClC1=C(C=CC=C1)N1C(N=C(C2=CC=C(C=C12)C1CC1)NC=1C(=NOC1C)C)=O